ClC1=C(C=C(C(=O)NC2=CC(=C(C=C2)C)NC2=NC=CC=C2C2=C3N=CN(C3=NC=N2)C2OCCCC2)C=C1C#N)C#N 4-chloro-3,5-dicyano-N-(4-methyl-3-(3-(9-(tetrahydro-2H-pyran-2-yl)-9H-purin-6-yl)pyridin-2-ylamino)phenyl)benzamide